2-hydroxyethyl-4,5-dimethoxyphenyl-p-toluophenone OCCC=1C(=C(C=CC1C(=O)C1=CC=CC=C1)C)C1=CC=C(C(=C1)OC)OC